CC1=CC=CC(=N1)C1=NC=CC(=N1)NC1=NC(=NC=C1)NC=1SC=C(N1)C(=O)OCC1CNC1 azetidin-3-ylmethyl 2-[[4-[[2-(6-methyl-2-pyridyl)pyrimidin-4-yl]amino]pyrimidin-2-yl]amino]thiazole-4-carboxylate